(R)-4-(2-Amino-2-methylpropanoyl)-N-(1-(4-((4-aminopiperidin-1-yl)methyl)phenyl)-2-oxo-1,2-dihydropyrimidin-4-yl)-2-ethylpiperazine-1-carboxamide hydrochloride salt Cl.NC(C(=O)N1C[C@H](N(CC1)C(=O)NC1=NC(N(C=C1)C1=CC=C(C=C1)CN1CCC(CC1)N)=O)CC)(C)C